2-(1-(tert-butoxycarbonyl)piperidin-2-yl)acetic acid C(C)(C)(C)OC(=O)N1C(CCCC1)CC(=O)O